COC1=CC=C(CN2C(N(CCC2=O)C2=CN=CC3=C(C=CC=C23)N2CC(C2)C=O)=O)C=C1 1-(4-(3-(4-methoxybenzyl)-2,4-dioxotetrahydropyrimidin-1(2H)-yl)isoquinolin-8-yl)azetidine-3-carbaldehyde